N-[4-(2-amino-ethoxy)-phenyl]-4-(1,2,3,6-tetrahydro-pyridin-4-yl)-benzamide NCCOC1=CC=C(C=C1)NC(C1=CC=C(C=C1)C=1CCNCC1)=O